C(CCCCCCCCCCCCCCCCC)O.[O] oxygen octadecanol